((2S)-4-((benzylamino)methyl)tetrahydrofuran-2-yl)((S)-1-(4-fluorophenyl)-3,4-dihydroisoquinolin-2(1H)-yl)methanone C(C1=CC=CC=C1)NCC1C[C@H](OC1)C(=O)N1[C@H](C2=CC=CC=C2CC1)C1=CC=C(C=C1)F